1-Cbz-aminocyclopropanecarboxylic acid C(=O)(OCC1=CC=CC=C1)C1(C(C1)N)C(=O)O